2-{[(1S)-1-{4-[3-(4-acryloylpiperazin-1-yl)oxetan-3-yl]phenyl}ethyl]amino}-8-(propan-2-yl)pyrido[2,3-d]pyrimidin-7(8H)-one C(C=C)(=O)N1CCN(CC1)C1(COC1)C1=CC=C(C=C1)[C@H](C)NC=1N=CC2=C(N1)N(C(C=C2)=O)C(C)C